BrC=1C=C(C=C(C1)OC)NC(C(=CC1=CC=CC=C1)C)=O N-(3-bromo-5-methoxyphenyl)-2-methyl-3-phenylacrylamide